COCC#CC1=CN=CC2=CC=CC=C12 4-(3-methoxyprop-1-yn-1-yl)isoquinoline